C(CC)OC(C(C)O)=O Hydroxypropionic acid propyl ester